ClC=1C(=C(C(=C(C1)C(C)N1N=C(C=2C1=NC=NC2)C)OC)C2CN(C2)C(=O)C=2C=NOC2C)C 1-[1-(5-Chloro-2-methoxy-4-methyl-3-{1-[(5-methylisoxazol-4-yl)carbonyl]azetidin-3-yl}phenyl)ethyl]-3-methyl-1H-pyrazolo[3,4-d]pyrimidin